ClC1=CC=C(COC2=CC=CC(=N2)C2=C(C(=C(CC3=NC4=C(N3[C@@H]3COCC3(C)C)C=C(C=C4)C(=O)O)C(=C2)F)F)F)C=C1 (S)-2-(4-(6-((4-chlorobenzyl)oxy)pyridin-2-yl)-2,3,6-trifluorobenzyl)-1-(4,4-dimethyltetrahydrofuran-3-yl)-1H-benzo[d]imidazole-6-carboxylic acid